COC(=O)C1=C(C=2N(N=C1)C=C(N2)C)[C@H](C)OC (S)-8-(1-methoxyethyl)-2-methylimidazo[1,2-b]pyridazine-7-carboxylic acid methyl ester